FN1C(C(C2=CC=CC=C12)(C)C)=O fluoro-3,3-dimethylindolin-2-one